5-fluoro-2-(N-((1S,2R)-2-(6-fluoro-2,3-dimethylphenyl)-1-(5-oxo-4,5-dihydro-1,3,4-Oxadiazol-2-yl)propyl)sulfamoyl)-4-(2-hydroxypropan-2-yl)benzamide FC=1C(=CC(=C(C(=O)N)C1)S(N[C@@H]([C@H](C)C1=C(C(=CC=C1F)C)C)C=1OC(NN1)=O)(=O)=O)C(C)(C)O